1-(3-acetamidophenyl)-N-[(1R)-1-[3-(1,1-difluoro-2-hydroxy-ethyl)phenyl]ethyl]-6-Oxo-pyridazine-3-carboxamide C(C)(=O)NC=1C=C(C=CC1)N1N=C(C=CC1=O)C(=O)N[C@H](C)C1=CC(=CC=C1)C(CO)(F)F